2-(2-((3-cyclopropyl-1-(1-methylpiperidin-4-yl)-1H-pyrazol-4-yl)amino)-5-(trifluoromethyl)pyrimidin-4-yl)-6,7-dihydrothieno[3,2-c]pyridin-4(5H)-one C1(CC1)C1=NN(C=C1NC1=NC=C(C(=N1)C1=CC=2C(NCCC2S1)=O)C(F)(F)F)C1CCN(CC1)C